C(C)(C)(C)OC(=O)NC(C1=NC=2N(C(N(C(C2N1C)=O)CC=1N(C2=CC=CC(=C2C1)Cl)C(=O)OC(C)(C)C)=O)C)C=1C=NC=CC1 tert-butyl 2-((8-(((tert-butoxycarbonyl)amino) (pyridin-3-yl)methyl)-3,7-dimethyl-2,6-dioxo-2,3,6,7-tetrahydro-1H-purin-1-yl)methyl)-4-chloro-1H-indole-1-carboxylate